N1C(=CC2=CC=CC=C12)C(=O)N1CC=2N(CC1)N=CC2S(=O)(=O)N2CCC(CC2)O 1-{[5-(1H-indole-2-carbonyl)-4H,5H,6H,7H-pyrazolo[1,5-a]pyrazin-3-yl]sulfonyl}piperidin-4-ol